(R,E)-4-(dimethylamino)-1-(7-(3-(quinazolin-2-ylamino)pyrrolidine-1-carbonyl)-2H-benzo[b][1,4]oxazin-4(3H)-yl)but-2-en-1-one CN(C/C=C/C(=O)N1C2=C(OCC1)C=C(C=C2)C(=O)N2C[C@@H](CC2)NC2=NC1=CC=CC=C1C=N2)C